C(C(=O)C)(=O)OC(C)C i-propyl pyruvate